5-(3-(dimethylamino)azetidin-1-yl)-6-ethoxyquinazolin-4(3H)-one CN(C1CN(C1)C1=C2C(NC=NC2=CC=C1OCC)=O)C